tert-butyl (5S)-5-(hydroxymethyl)-4-oxa-7-azaspiro[2.5]octane-7-carboxylate OC[C@H]1OC2(CC2)CN(C1)C(=O)OC(C)(C)C